C(C1(CCCCC1)C(=O)O)C1(CCCCC1)C(=O)O methylenebis(cyclohexane-1-carboxylic acid)